trinormaloctyl trimellitate C(C=1C(C(=O)OCCCCCCCC)=CC(C(=O)OCCCCCCCC)=CC1)(=O)OCCCCCCCC